CC=1NC2=C(C=CC(=C2C1C)N[C@H]1CNCC1)C(=O)N (R)-2,3-dimethyl-4-(pyrrolidin-3-ylamino)-1H-indole-7-carboxamide